ClC1=C(C=C(OCC(=O)NC23CC(C2)(C3)C=3N=NN(C3)C3(CCC3)OC(F)(F)F)C=C1)F 2-(4-Chloro-3-fluoro-phenoxy)-N-[3-[1-[3-cis-(trifluoromethoxy)cyclobutyl]triazol-4-yl]-1-bicyclo[1.1.1]pentanyl]acetamide